C(CC)N(C1CC=2C=CC=C(C2CC1)O)CCC=1SC=CC1 (-)-5,6,7,8-tetrahydro-6-[propyl-[2-(2-thienyl)ethyl]amino]-1-naphthol